C(C1=CC=CC=C1)C(C(=O)O)CCCC(=O)NCCO[C@@H]1[C@@H](O)[C@@H](O[C@@H]2[C@@H](O)[C@@H](O)[C@H](O)[C@H](O2)CO)[C@H](O)[C@H](O1)CO[C@@H]1[C@@H](O)[C@@H](O)[C@H](O)[C@H](O1)CO.CNCC(=O)O N-methyl-glycine benzyl-6-({2-[(α-D-mannopyranosyl-(1→3)-[α-D-mannopyranosyl-(1→6)]-α-D-mannopyranosyl)oxy]ethyl}amino)-6-oxohexanoate